C[C@H]1N(CCN(C1)C=1C=C2C(=NC=NC2=CC1)NC1=CC(=C(C=C1)OC1=CC=2N(C=C1)N=CN2)C)C(C=C)=O 1-[(2R)-2-methyl-4-{4-[(3-methyl-4-{[1,2,4]triazolo[1,5-a]pyridin-7-yloxy}phenyl)amino]quinazolin-6-yl}piperazin-1-yl]prop-2-en-1-one